FC1=C(C=CC(=C1)OC1=CC(=NC=C1)C1=CC(=CC=C1)C(F)(F)F)NC=1C2=C(N=CN1)NC=C2C2CCN(CC2)C(C=C)=O 1-(4-(4-((2-fluoro-4-((2-(3-(trifluoromethyl)phenyl)pyridin-4-yl)oxy)phenyl)amino)-7H-pyrrolo[2,3-d]pyrimidin-5-yl)piperidin-1-yl)prop-2-en-1-one